5-(Cyclopropylamino)-N-(2-methoxy-3-(1-methyl-1H-1,2,4-triazol-3-yl)phenyl)pyrazolo[1,5-a]pyrimidine-3-carboxamide C1(CC1)NC1=NC=2N(C=C1)N=CC2C(=O)NC2=C(C(=CC=C2)C2=NN(C=N2)C)OC